ClC=1C=CC=C2C=CC=C(C12)C1=NC=C2C3=C(C=NC2=C1F)N(C([C@H]1N3C[C@@H](N(C1)CC1=CC=C(C=C1)OC)CO)=O)C (8aS,11R)-3-(8-chloronaphthalen-1-yl)-4-fluoro-11-(hydroxymethyl)-10-(4-methoxybenzyl)-7-methyl-9,10,11,12-tetrahydro-7H-pyrazino[1',2':4,5]pyrazino[2,3-c][1,6]naphthyridin-8(8aH)-one